NC1=CC(=CS1)C(=O)OC Methyl 5-aminothiophene-3-carboxylate